(2S,4R)-N-[1-(5-chloro-2,3-dihydrobenzofuran-7-yl)ethyl]-1-[(2S)-2-(4-cyclopropyltriazol-1-yl)-3,3-dimethyl-butanoyl]-4-hydroxy-pyrrolidine-2-carboxamide ClC=1C=C(C2=C(CCO2)C1)C(C)NC(=O)[C@H]1N(C[C@@H](C1)O)C([C@H](C(C)(C)C)N1N=NC(=C1)C1CC1)=O